NC1=C2N=CN(C2=NC=N1)CC1=C(C=CC(=C1CN)F)N1C[C@](CC1)(C(NC1CC1)=O)NC(OC(C)(C)C)=O tert-butyl (R)-(1-(2-((6-amino-9H-purin-9-yl)methyl)-3-(aminomethyl)-4-fluorophenyl)-3-(cyclopropylcarbamoyl)pyrrolidin-3-yl)carbamate